2-(phenoxy)ethyl 2-methylpropanoate CC(C(=O)OCCOC1=CC=CC=C1)C